N-(2-fluoro-2-methylpropyl)-5-(3-fluoroimidazo[1,2-a]pyridin-6-yl)-7H-pyrrolo[2,3-d]pyrimidin-2-amine FC(CNC=1N=CC2=C(N1)NC=C2C=2C=CC=1N(C2)C(=CN1)F)(C)C